NC1=CC=C(C=C1)C(=O)C1=CC=NC2=CC(=C(C=C12)OC)OC (4-aminophenyl)(6,7-dimethoxy-4-quinolinyl)methanone